C(C)(C)(C)C1=NC(=NO1)C(=O)NCC1=C(C=C(C=C1)C1=NC=NN2C1=CC(=C2)CCC(CN2CCC(CC2)C2=CC=C(C=C2)C2C(NC(CC2)=O)=O)(F)F)C 5-tert-butyl-N-[[4-[6-[4-[4-[4-(2,6-dioxo-3-piperidyl)phenyl]-1-piperidyl]-3,3-difluoro-butyl]pyrrolo[2,1-f][1,2,4]triazin-4-yl]-2-methyl-phenyl]methyl]-1,2,4-oxadiazole-3-carboxamide